(S)-quinuclidin-3-yl (7-(2-chloro-3,5-dimethylphenyl)-3,3-dimethylchroman-4-yl)carbamate ClC1=C(C=C(C=C1C)C)C1=CC=C2C(C(COC2=C1)(C)C)NC(O[C@@H]1CN2CCC1CC2)=O